tert-butyl (5-bromo-2-methylbenzyl)(methyl)carbamate BrC=1C=CC(=C(CN(C(OC(C)(C)C)=O)C)C1)C